C(C)(=O)NC1=CC=C(N=N1)C(=O)NC1=CC(=CC=C1)C#CC1=NC=CC=C1 6-ACETAMIDO-N-(3-(PYRIDIN-2-YLETHYNYL)PHENYL)PYRIDAZINE-3-CARBOXAMIDE